propylbutyl phosphite P(OC(CCC)CCC)([O-])[O-]